(3-fluoro-4-((4-methylpyrimidin-2-yl)oxy)phenyl)-7-(piperidin-4-yl)-6,7,8,9-tetrahydropyrazino[1',2':1,5]pyrrolo[2,3-d]pyrimidin-4-amine FC=1C=C(C=CC1OC1=NC=CC(=N1)C)C=1N=C(C2=C(N1)N1C(=C2)CN(CC1)C1CCNCC1)N